ethyl 2-[(2-chloroacetyl)amino]-3-(2-chloro-6-fluoro-benzoyl)-5,6-dihydro-4H-cyclopenta[b]thiophene-5-carboxylate ClCC(=O)NC1=C(C2=C(S1)CC(C2)C(=O)OCC)C(C2=C(C=CC=C2F)Cl)=O